N1C=NCC=2CCCCC12 1,4,5,6,7,8-hexahydroquinazoline